5-benzyl-3-(trifluoromethyl)-3a,6a-dihydropyrrolo[3,4-c]pyrazole-4,6(3H,5H)-dione C(C1=CC=CC=C1)N1C(C2N=NC(C2C1=O)C(F)(F)F)=O